2-chloro-4-(8-(4-(4-((4-(2-(2,6-dioxopiperidin-3-yl)-1,3-dioxoisoindolin-5-yl)piperazin-1-yl)methyl)piperidine-1-carbonyl)phenyl)-2,8-diazaspiro[4.5]decan-2-yl)benzonitrile ClC1=C(C#N)C=CC(=C1)N1CC2(CC1)CCN(CC2)C2=CC=C(C=C2)C(=O)N2CCC(CC2)CN2CCN(CC2)C=2C=C1C(N(C(C1=CC2)=O)C2C(NC(CC2)=O)=O)=O